C(C)(C)(C)C=1C=C(C=CC1)C=1NC2=CC=C(C=C2C1)CC(C(=O)O)(C)C 3-(2-(3-(tert-Butyl)phenyl)-1H-indol-5-yl)-2,2-dimethylpropanoic acid